5H-6,9-epiminocyclohepta[c]pyridine-10-carboxamide C1=NC=CC2=C1C1=CC=C(C2)N1C(=O)N